CC=1CP(CC1)=O 3-Methyl-3-phospholen-1-oxid